5-bromo-7-methyl-1-(tetrahydro-2H-pyran-2-yl)-3-vinyl-1H-pyrazolo[3,4-c]pyridine BrC=1C=C2C(=C(N1)C)N(N=C2C=C)C2OCCCC2